2-((4-(1-cyclobutyl-5-fluoro-6-(1H-tetrazol-5-yl)-1H-indol-2-yl)phenyl)amino)-2-oxoacetic acid C1(CCC1)N1C(=CC2=CC(=C(C=C12)C1=NN=NN1)F)C1=CC=C(C=C1)NC(C(=O)O)=O